IC=1C([C@H]2[C@H](OC(O2)(C)C)C1COC(C1=CC=CC=C1)(C1=CC=CC=C1)C1=CC=CC=C1)=O (3aR,6aR)-5-iodo-2,2-dimethyl-6-((triphenylmethoxy)methyl)-3aH-cyclopenta[d][1,3]Dioxole-4(6aH)-one